The molecule is (KDO)2-lipid IVA deprotonated at both phosphono groups and at the uronic acid carboxy groups. It is the major species at pH 7.3. It is a conjugate base of a (KDO)2-lipid IVA. CCCCCCCCCCC[C@H](CC(=O)N[C@@H]1[C@H]([C@@H]([C@H](O[C@@H]1OP(=O)([O-])[O-])CO[C@H]2[C@@H]([C@H]([C@@H]([C@H](O2)CO[C@@]3(C[C@H]([C@H]([C@H](O3)[C@@H](CO)O)O)O[C@@]4(C[C@H]([C@H]([C@H](O4)[C@@H](CO)O)O)O)C(=O)[O-])C(=O)[O-])OP(=O)([O-])[O-])OC(=O)C[C@@H](CCCCCCCCCCC)O)NC(=O)C[C@@H](CCCCCCCCCCC)O)O)OC(=O)C[C@@H](CCCCCCCCCCC)O)O